dimethylmethylethoxysilane C[Si](OCC)(C)C